(S)-2-((S)-4,4-difluoro-3-(1H-1,2,4-triazol-5-yl)piperidin-1-yl)-N-(5-fluoropyridin-2-yl)propanamide FC1([C@@H](CN(CC1)[C@H](C(=O)NC1=NC=C(C=C1)F)C)C1=NC=NN1)F